C1(=CC=CC=C1)N(C)C#CC N-phenyl-N-methyl-propynylamine